CC([C@@H]1[C@H]([C@H]([C@@H](O1)N1C=NC=2C(N)=NC=NC12)O)O)O 5'-methyl-adenosine